CC(CN1CCC2(CS(C2)(=O)=O)CC1)(C)OC1=CC(=CC=C1)C(F)(F)F 7-(2-Methyl-2-(3-(trifluoromethyl)phenoxy)propyl)-2-thia-7-azaspiro[3.5]nonane 2,2-dioxide